(2S)-2-[(3-hydroxy-4-methoxy-pyridine-2-carbonyl) amino]propanoate OC=1C(=NC=CC1OC)C(=O)N[C@H](C(=O)[O-])C